gold-silver-copper-tin-lead [Pb].[Sn].[Cu].[Ag].[Au]